4,5-dimethyl-1,3-bis(4-methyl-2,6-bis((R)-1-phenylethyl)phenyl)-1H-imidazol-3-ium bromide [Br-].CC=1[N+](=CN(C1C)C1=C(C=C(C=C1[C@H](C)C1=CC=CC=C1)C)[C@H](C)C1=CC=CC=C1)C1=C(C=C(C=C1[C@H](C)C1=CC=CC=C1)C)[C@H](C)C1=CC=CC=C1